NC1=NC2=CC(=CC=C2C=C1)CC[C@@H]1S[C@H]([C@@H]([C@@H]1O)O)N1C=CC2=C1N=CN=C2C (2S,3S,4R,5R)-2-[2-(2-Aminochinolin-7-yl)ethyl]-5-(4-methyl-7H-pyrrolo[2,3-d]pyrimidin-7-yl)tetrahydrothiophen-3,4-diol